5-(6-(2,6-dichloropyridin-4-yl)-2-oxaspiro[3.3]heptan-6-yl)-4-methyl-4H-1,2,4-triazole ClC1=NC(=CC(=C1)C1(CC2(COC2)C1)C=1N(C=NN1)C)Cl